C(C1=CC=CC=C1)OC(C=C(C)OC1=C(C=CC=C1)Cl)=O 3-(2-chlorophenoxy)-2-butenoic acid benzyl ester